3,5-dichloro-7-{[(furan-2-yl)methyl]amino}thieno[3,2-b]pyridin ClC1=CSC=2C1=NC(=CC2NCC=2OC=CC2)Cl